BrCC(=O)C1=CC2=CC(N=C2C=C1)=O 5-(bromoacetyl)-2-oxoindole